Cl.NC[C@H](C1=CC(=CC=C1)Cl)NC(=O)C=1N=CN(C1)C1=NC(=NC=C1C)NC1CCOCC1 (S)-N-(2-Amino-1-(3-chlorophenyl)ethyl)-1-(5-methyl-2-((tetrahydro-2H-pyran-4-yl)amino)pyrimidin-4-yl)-1H-imidazole-4-carboxamide hydrochloride salt